ClC=1C=C(OC2C(C(C2(C)C)NC(=O)C=2N=NC(=CC2)N2CCN(CC2)CC2=CC=C(C=C2)C2C(NC(CC2)=O)=O)(C)C)C=CC1C#N N-((1r,3r)-3-(3-chloro-4-cyanophenoxy)-2,2,4,4-tetramethylcyclobutyl)-6-(4-(4-(2,6-dioxopiperidin-3-yl)benzyl)piperazin-1-yl)pyridazine-3-carboxamide